N-(3-chloro-5-methyl-phenyl)-1-[4-(difluoromethoxy)phenyl]-3-methyl-5-oxo-4H-pyrazole-4-carboxamide ClC=1C=C(C=C(C1)C)NC(=O)C1C(=NN(C1=O)C1=CC=C(C=C1)OC(F)F)C